S1C(=NC2=C1C=CC=C2)NC(=O)C=2C=CC=C1CCN(CC21)C=2SC(=C(N2)C(=O)OC)CCCOC2=C(C=CC=C2CCCNC)F Methyl 2-(8-(benzo[d]thiazol-2-ylcarbamoyl)-3,4-dihydroisoquinolin-2(1H)-yl)-5-(3-(2-fluoro-6-(3-(methylamino)propyl)phenoxy)propyl)thiazole-4-carboxylate